FC=1C=C(C=NC1C1(CC1)C)C=1C=C2SCCCN2C(C1C#N)=O 8-(5-fluoro-6-(1-methylcyclopropyl)pyridin-3-yl)-6-oxo-3,4-dihydro-2H,6H-pyrido[2,1-b][1,3]thiazine-7-carbonitrile